2-fluoro-5-(imidazo[1,2-a]pyrazin-6-yl)-4-methylanilineON FC1=C(N=O)C=C(C(=C1)C)C=1N=CC=2N(C1)C=CN2